4-((8-((1R,2R)-2-hydroxy-2-methylcyclopentyl)-7-oxo-7,8-dihydropyrido[2,3-d]Pyrimidin-2-yl)amino)piperidine-1-carboxylate O[C@]1([C@@H](CCC1)N1C(C=CC2=C1N=C(N=C2)NC2CCN(CC2)C(=O)[O-])=O)C